BrC1=CN=CC(=N1)OCCOCCOCCNC(OC(C)(C)C)=O tert-butyl (2-(2-(2-((6-bromopyrazin-2-yl)oxy)ethoxy)ethoxy)ethyl)carbamate